2-bromo-5-[4-(trifluoromethyl)phenoxy]-1,3,4-thiadiazole BrC=1SC(=NN1)OC1=CC=C(C=C1)C(F)(F)F